1-(3,4-dichlorophenyl)-2-(2-imino-3-(prop-2-yn-1-yl)-2,3-dihydro-1H-benzo[d]imidazol-1-yl)ethan-1-one ClC=1C=C(C=CC1Cl)C(CN1C(N(C2=C1C=CC=C2)CC#C)=N)=O